[Cl-].[Cl-].C[SiH](C)[Hf+](C1C=CC2=CC=CC=C12)C1C=CC2=CC=CC=C12.C[SiH](C)[Hf+](C1C=CC2=CC=CC=C12)C1C=CC2=CC=CC=C12 Rac-dimethylsilylbis(1-indenyl)hafnium (IV) dichloride